N1=NC=C(C=C1)CC(=O)N pyridazin-4-yl-acetamide